CC1=C2C(N(C(C2=C(C(=C1C1=CC=CC=C1)C1=CC=CC=C1)C)=O)CCOC(C)=O)=O 4,7-dimethyl-2-(2-acetoxyethyl)-5,6-diphenyl-1H-isoindole-1,3(2H)-dione